4-(morpholin-4-ylsulfonyl)aniline N1(CCOCC1)S(=O)(=O)C1=CC=C(N)C=C1